(3S)-(+)-3-aminomethyl-5-methylhexanoic acid NC[C@H](CC(=O)O)CC(C)C